BrC1=C(N=C2C(=C3C(=NC2=C1)CCC3)Cl)OC 3-bromo-9-chloro-2-methoxy-6H,7H,8H-cyclopenta[b]1,5-naphthyridine